OC1=CC=C2C(=C(C(OC2=C1)=O)C=1SC(=C(N1)C)C(=O)N1CCN(CC1)C)C 7-hydroxy-4-methyl-3-[4-methyl-5-(4-methyl-piperazine-1-carbonyl)-thiazol-2-yl]-chromen-2-one